(S)-Methyl 4-(methylphenylsulfonamido)-5-(4-morpholinophenylamino)-5-oxopentanoate CN(S(=O)(=O)C1=CC=CC=C1)[C@@H](CCC(=O)OC)C(=O)NC1=CC=C(C=C1)N1CCOCC1